(S)-3-{4-[(R)-4-(2-amino-6-methyl-pyrimidin-4-yl)-[1,4]oxazepan-3-yl]-3-chloro-phenoxy}-propane-1,2-diol NC1=NC(=CC(=N1)N1[C@@H](COCCC1)C1=C(C=C(OC[C@H](CO)O)C=C1)Cl)C